C1(CC1)C1=NNC=C1C1=CC=C2C(=N1)C=CN2C(C)C 5-(3-cyclopropyl-1H-pyrazol-4-yl)-1-isopropyl-1H-pyrrolo[3,2-b]pyridine